1,5-bis(phenylethyl)biguanide C1(=CC=CC=C1)CCNC(=N)NC(=N)NCCC1=CC=CC=C1